COC1=CC=C(C=C1)N(C1=CC=C(C=C1)OC)C1=CC=2C3(C4=CC(=CC=C4C2C=C1)N(C1=CC=C(C=C1)OC)C1=CC=C(C=C1)OC)C1=CC=CC=C1C=1C=CC=CC13 2,7-bis[N,N-bis(4-methoxyphenyl)amino]-9,9-spirobi[9H-fluoren]